C=C1CCC1 Methylenecyclobutane